C(CC)OCC1=NC=C(C=N1)C1=CC=2N(C=C1)N=CC2C2CCC(CC2)=O 4-(5-(2-(propoxymethyl)pyrimidin-5-yl)pyrazolo[1,5-a]pyridin-3-yl)cyclohexane-1-one